C(C)(C)(C)OC(=O)N1CC(NCC1)CC#N 3-(cyanomethyl)piperazine-1-carboxylic acid tert-butyl ester